((1S,4S)-2,5-diazabicyclo[2.2.1]heptane-2-yl)-2-(3-(1-(3',4'-difluoro-[1,1'-biphenyl]-3-carbonyl)piperidin-3-yl)phenoxy)-2-methylpropan-1-one [C@@H]12N(C[C@@H](NC1)C2)C(C(C)(C)OC2=CC(=CC=C2)C2CN(CCC2)C(=O)C=2C=C(C=CC2)C2=CC(=C(C=C2)F)F)=O